1,3-bis(4-tert-butylphenyl)urea C(C)(C)(C)C1=CC=C(C=C1)NC(=O)NC1=CC=C(C=C1)C(C)(C)C